5-(6-((3-ethyl-2-oxo-1,2-dihydropyrido[2,3-b]pyrazin-7-yl)methyl)-2,6-diazaspiro[3.3]heptan-2-yl)-N,6-dimethylpicolinamide C(C)C=1C(NC2=C(N1)N=CC(=C2)CN2CC1(CN(C1)C=1C=CC(=NC1C)C(=O)NC)C2)=O